4-[(2R)-3-(3,4-dihydro-1H-isoquinolin-2-yl)-2-hydroxy-propyl]-8-[(1-methyl-4-piperidyl)methoxy]-2,3-dihydro-1,4-benzoxazepin-5-one C1N(CCC2=CC=CC=C12)C[C@H](CN1CCOC2=C(C1=O)C=CC(=C2)OCC2CCN(CC2)C)O